ClC=1C=C(C=CC1C(F)(F)F)C1CCN(CC1)C(CN1N=C(C2=C1CCC2)C(=O)N2C[C@H](O[C@H](C2)C)C)=O 1-{4-[3-Chloro-4-(trifluoromethyl)phenyl]piperidin-1-yl}-2-{3-[(2R,6S)-2,6-dimethylmorpholin-4-carbonyl]-5,6-dihydrocyclopenta[c]pyrazol-1(4H)-yl}ethan-1-on